6-chloro-N-[4,6-dimethoxy-5-(1,1,2,2-tetradeuterio-2-fluoro-ethoxy)pyrimidin-2-yl]-1H-pyrrolo[2,3-b]pyridine-3-sulfonamide ClC1=CC=C2C(=N1)NC=C2S(=O)(=O)NC2=NC(=C(C(=N2)OC)OC(C(F)([2H])[2H])([2H])[2H])OC